1,3-bis(methacryloyloxy)-2-trimethylsiloxypropane C(C(=C)C)(=O)OCC(COC(C(=C)C)=O)O[Si](C)(C)C